(1R,2S,3R,5R)-3-(4-amino-5-bromo-2-chloro-7H-pyrrolo[2,3-d]pyrimidin-7-yl)-5-(3-(aminomethyl)phenyl)cyclopentane-1,2-diol NC=1C2=C(N=C(N1)Cl)N(C=C2Br)[C@H]2[C@@H]([C@@H]([C@H](C2)C2=CC(=CC=C2)CN)O)O